BrC1=C(OC2=NC(=NC(=N2)OC2=C(C=C(C=C2Br)Br)Br)OC2=C(C=C(C=C2Br)Br)Br)C(=CC(=C1)Br)Br 2,4,6-tris(2,4,6-tribromophenoxy)1,3,5-triazine